5-Amino-N-(4-chloro-3-cyano-1H-indol-7-yl)-1-[(1R)-2-hydroxy-1-methyl-ethyl]pyrazol-4-sulfonamid NC1=C(C=NN1[C@@H](CO)C)S(=O)(=O)NC=1C=CC(=C2C(=CNC12)C#N)Cl